O[C@H](C=O)[C@H]([C@H]([C@H](CO)O)O)O (2S,3S,4S,5S)-2,3,4,5,6-pentahydroxyhexanal